6-amino-2-chloro-9H-purin NC1=C2N=CNC2=NC(=N1)Cl